ClCC(C(=O)[O-])=O 3-chloropyruvate